ClC1=CC(=C(N(CC)CC)C=C1OC)OC 4-chloro-2,5-dimethoxy-diethylaniline